C(N1[C@@H](CCC1)CO)([2H])([2H])[2H] N-(Methyl-d3)-L-prolinol